4-({3-Chloro-7H-pyrrolo[2,3-c]pyridazin-7-yl}methyl)-1-methanesulfonylpiperidine ClC1=CC2=C(N=N1)N(C=C2)CC2CCN(CC2)S(=O)(=O)C